2-cyano-1-(5-(1-(furoyl)pyrrolidine-3-yl)pentyl)-3-(3-fluoro-4-pyridinyl)guanidine C(#N)N=C(NCCCCCC1CN(CC1)C(=O)C=1OC=CC1)NC1=C(C=NC=C1)F